tert-butyl rac-(2-((tert-butyldimethyl silyl)oxy)-1-(4-chloro-5-fluoropyridin-2-yl)-2-methylpropyl)carbamate [Si](C)(C)(C(C)(C)C)OC([C@@H](C1=NC=C(C(=C1)Cl)F)NC(OC(C)(C)C)=O)(C)C |r|